[La].COCCO 2-Methoxyethanol lanthanum